C(C)(C)(C)OC(=O)N1CC(C(CC1)=O)C=1C(=NC=CC1)C 3-(2-methyl-3-pyridinyl)-4-oxo-piperidine-1-carboxylic acid tert-butyl ester